C1(CC1)C=1C=C(C=CC1NC1=NC=C(C(=N1)[Sn](C)(C)C)C(F)(F)F)N1[C@H]2CN([C@@H](C1)C2)C(=O)OC(C)(C)C tert-butyl (1R,4R)-5-(3-cyclopropyl-4-((5-(trifluoromethyl)-4-(trimethylstannyl)pyrimidin-2-yl)amino)phenyl)-2,5-diazabicyclo[2.2.1]heptane-2-carboxylate